8-[(tert-butyl)bis(methyl)siloxy]-1-octanol C(C)(C)(C)[Si](OCCCCCCCCO)(C)C